NCCSC(C(=O)O)CC S-β-aminoethyl-mercaptobutyric acid